S1N=NC=C1.[NH4+] ammonium thiadiazole